S(=O)(=O)(ON1[C@@H]2CC[C@H](N(C1=O)C2)C(NC2CC(CC2)N)=N)O (2S,5R)-2-(N-(3-Aminocyclopentyl) carbamimidoyl)-7-oxo-1,6-diazabicyclo[3.2.1]octan-6-yl hydrogen sulfate